1-(7-nitro-1,2,4,5-tetrahydro-3H-benzo[d]azepin-3-yl)ethan-1-one [N+](=O)([O-])C1=CC2=C(CCN(CC2)C(C)=O)C=C1